tert-butyl (R)-2-(((4-bromo-5-methylisoxazol-3-yl)oxy)methyl)pyrrolidine-1-carboxylate BrC=1C(=NOC1C)OC[C@@H]1N(CCC1)C(=O)OC(C)(C)C